[Sn]=S.[Ti] titanium tin sulfide